N-(4-(4-amino-7-(4-(morpholine-4-carbonyl)bicyclo[2.2.2]oct-1-yl)imidazo[5,1-f][1,2,4]triazin-5-yl)benzyl)-5-fluoro-2-methoxybenzamide NC1=NC=NN2C1=C(N=C2C21CCC(CC2)(CC1)C(=O)N1CCOCC1)C1=CC=C(CNC(C2=C(C=CC(=C2)F)OC)=O)C=C1